benzyl 6-[tert-butoxy-[(E)-3-[4-[[(2S)-1,4,7,10-tetrakis(2-tert-butoxy-2-oxo-ethyl)-1,4,7,10-tetrazacyclododec-2-yl]methyl]phenyl]allyl]phosphoryl]hexanoate C(C)(C)(C)OP(=O)(C\C=C\C1=CC=C(C=C1)C[C@@H]1N(CCN(CCN(CCN(C1)CC(OC(C)(C)C)=O)CC(OC(C)(C)C)=O)CC(OC(C)(C)C)=O)CC(=O)OC(C)(C)C)CCCCCC(=O)OCC1=CC=CC=C1